N1CC(C1)CC(=O)NC1=CC(=CC=C1)NC1=NC=CC(=N1)NC1=NC(=NC=C1)C1=NC(=CC=C1)C 2-(azetidin-3-yl)-N-[3-[[4-[[2-(6-methyl-2-pyridyl)pyrimidin-4-yl]amino]pyrimidin-2-yl]amino]phenyl]acetamide